ClC=1C=C2C(NC(=NC2=CC1)CN1CCC2=CC(=CC=C12)F)=O 6-chloro-2-((5-fluoroindolin-1-yl)methyl)quinazolin-4(3H)-one